(3R)-N-tert-butyl-1-{6-[6-(methoxymethoxy)-2-methylindol-5-yl]-1,5-naphthyridin-2-yl}pyrrolidin-3-amine C(C)(C)(C)N[C@H]1CN(CC1)C1=NC2=CC=C(N=C2C=C1)C=1C=C2C=C(NC2=CC1OCOC)C